[N+](=O)([O-])C1=CC=C(C(=O)O[C@@H](CC)[C@@H]2[C@@H]([C@@H]3[C@@H](OC(O3)(C)C)O2)F)C=C1 (S)-1-((3aR,5R,6S,6aS)-6-Fluoro-2,2-dimethyltetrahydrofuro[2,3-d][1,3]dioxol-5-yl)propyl 4-nitrobenzoate